C(C1=CC=CC=C1)(=O)OOC(C1=CC=CC=C1)=O benzoylperoxid